2-(((9H-Fluoren-9-yl)methoxy)carbonyl)-5-((1-cyanocyclopropyl)methylsulfonyl)isoindoline-1-carboxylic Acid C1=CC=CC=2C3=CC=CC=C3C(C12)COC(=O)N1C(C2=CC=C(C=C2C1)S(=O)(=O)CC1(CC1)C#N)C(=O)O